isobutyl-triethoxy-silane C(C(C)C)[Si](OCC)(OCC)OCC